NCCCCCCCNC1=C2CN(C(C2=CC=C1)=O)C1C(NC(CC1)=O)=O 3-(4-((7-aminoheptyl)amino)-1-oxoisoindolin-2-yl)piperidine-2,6-dione